FCC([C@H](CC(=O)OCC(C)C)NC(=O)[C@@]1(CC(=NO1)C1=NC=CC2=CC=CC=C12)C(C)C)=O isobutyl (S)-5-fluoro-3-((R)-5-isopropyl-3-(isoquinolin-1-yl)-4,5-dihydroisoxazole-5-carboxamido)-4-oxopentanoate